((2-(2-methyl-[1,1'-biphenyl]-3-yl)-6-(2,2,2-trifluoroethoxy)benzo[d]oxazol-5-yl)methyl)-L-alanine CC1=C(C=CC=C1C=1OC2=C(N1)C=C(C(=C2)OCC(F)(F)F)CN[C@@H](C)C(=O)O)C2=CC=CC=C2